C=C1CN(CCC1)C(=O)OC(C)(C)C tert-Butyl 3-methylenepiperidine-1-carboxylate